FC1C(C1NC(C)=O)F N-((S)-difluorocyclopropyl)acetamide